N,N-diphenyl-9-(3,5,6-tri(9H-carbazol-9-yl)-[4,4'-bipyridin]-2-yl)-9H-carbazol-3-amine C1(=CC=CC=C1)N(C=1C=CC=2N(C3=CC=CC=C3C2C1)C1=NC(=C(C(=C1N1C2=CC=CC=C2C=2C=CC=CC12)C1=CC=NC=C1)N1C2=CC=CC=C2C=2C=CC=CC12)N1C2=CC=CC=C2C=2C=CC=CC12)C1=CC=CC=C1